OP(=O)(CCC(C(=O)O)=O)C 4-(hydroxy-(methyl)phosphinyl)-2-oxobutyric acid